[C-]#N.C(CC)[N+]1=C(C=CC=C1)CC 1-Propyl-2-ethylpyridinium cyanid